nonyl 8-((6-((4,4-bis(((E)-non-2-en-1-yl)oxy)butanoyl)oxy)hexyl)(2-hydroxyethyl)amino)octanoate C(\C=C\CCCCCC)OC(CCC(=O)OCCCCCCN(CCCCCCCC(=O)OCCCCCCCCC)CCO)OC\C=C\CCCCCC